ClC(C(=O)O)CC=1C=C(C(=CC1Cl)F)C1=C(C(=C(C(=C1F)F)F)F)F 2-chloro-3-(4-chloro-2',3',4',5',6,6'-hexafluoro-[1,1'-biphenyl]-3-yl)propanoic acid